ClC1=C(C=C(C=C1)F)C1NC(C2=C3C(=CC(=C12)C1=C(C(=O)N)C=C(C=C1C(F)(F)F)F)CN(C(O3)=O)C)=O [7-(2-chloro-5-fluorophenyl)-3-methyl-2,9-dioxo-2,3,4,7,8,9-hexahydro[1,3]oxazino[6,5-e]isoindol-6-yl]-5-fluoro-3-(trifluoromethyl)benzamide